1-(2,3-dihydrobenzo[b][1,4]dioxin-6-yl)-3-(5-nitroisoindol-2-yl)propan-1-one O1C2=C(OCC1)C=C(C=C2)C(CCN2C=C1C=CC(=CC1=C2)[N+](=O)[O-])=O